S(=O)(=O)(O)O.CC=CCC 2-pentene sulfate